2,1,3-Benzoselenadiazole N=1[Se]N=C2C1C=CC=C2